(2S,4EZ)-1-Benzoyl-4-(methoxyimino)pyrrolidine-2-carbaldehyde C(C1=CC=CC=C1)(=O)N1[C@@H](CC(C1)=NOC)C=O